8-(Bicyclo[3.1.0]hex-3-yl)-N-(3-fluoro-5-(1-methyl-1H-pyrazol-4-yl)benzyl)-7H-purine-6-carboxamide C12CC(CC2C1)C1=NC2=NC=NC(=C2N1)C(=O)NCC1=CC(=CC(=C1)C=1C=NN(C1)C)F